3-[bis(tert-butoxycarbonyl)amino]-6-bromo-5-(trifluoromethyl)pyridine-2-carboxylic acid methyl ester COC(=O)C1=NC(=C(C=C1N(C(=O)OC(C)(C)C)C(=O)OC(C)(C)C)C(F)(F)F)Br